2-{3-[(3s,5r)-3-cyclobutyl-5-methylpiperazin-1-yl]-1,2,4-triazin-6-yl}-5-(1-methyl-1H-pyrazol-3-yl)phenolate C1(CCC1)[C@H]1CN(C[C@H](N1)C)C=1N=NC(=CN1)C1=C(C=C(C=C1)C1=NN(C=C1)C)[O-]